(1,4-phenylene) ether C12=CC=C(C=C1)O2